COC1=C(C=CC(=C1)C=1C=NN(C1)CC=1C=NC=CC1)C1(N=C(C2=C(N1)NC=C2)NC=2C=CC=C1CCN(C21)S(=O)(=O)C)N 2-(2-methoxy-4-(1-(pyridin-3-ylmethyl)-1H-pyrazol-4-yl)phenyl)-N4-(1-(methylsulfonyl)indolin-7-yl)-7H-pyrrolo[2,3-d]pyrimidine-2,4-diamine